NC1=CC=C(OC2(C(C=C(C=C2)C(C)(CC)C2=CC(=C(C=C2)OC2=CC=C(C=C2)N)C)C)OC2=CC=C(C=C2)N)C=C1 4-(4-aminophenoxy)-3-methyl-2,2-bis[4-(4-aminophenoxy)-3-methylphenyl]propane